NC1=CC(=NC=N1)N(C(=O)[C@@]1(CCC[C@@]2(C3=CC=C(C=C3CC[C@@H]12)C(C)C)C)C)C1=CC=CC=C1 (1R,4aS,10aR)-N-(6-aminopyrimidin-4-yl)-7-isopropyl-1,4a-dimethyl-N-phenyl-1,2,3,4,4a,9,10,10a-octahydrophenanthrene-1-carboxamide